BrC1=C(C(=C(C=2C3=C(C(=C(C(=C3N(C12)C=1C=CC2=C(OC3=C2C=CC=C3)C1)[2H])[2H])[2H])[2H])[2H])[2H])[2H] 1-Bromo-9-(dibenzo[b,d]furan-3-yl)-9H-carbazole-2,3,4,5,6,7,8-d7